8-bromo-N-methyl-N-[1-[3-(triazol-2-yl)pyrazin-2-yl]ethyl]-6-(trifluoromethoxy)quinazolin-4-amine BrC=1C=C(C=C2C(=NC=NC12)N(C(C)C1=NC=CN=C1N1N=CC=N1)C)OC(F)(F)F